C(C1=CC=CC=C1)(=O)CC=O benzoyl-formylmethane